7-(1-(2-(2-ethylbutylamino)-2-oxoethyl)-2-oxo-1,2-dihydro-pyridin-3-ylamino)-6-(1-methyl-1H-imidazole-5-carboxamido)-7-oxoheptenoic acid methyl ester COC(C=CCCC(C(=O)NC=1C(N(C=CC1)CC(=O)NCC(CC)CC)=O)NC(=O)C1=CN=CN1C)=O